3,6-bis(diethylamino)fluorene C(C)N(C=1C=CC=2CC3=CC=C(C=C3C2C1)N(CC)CC)CC